FC(C=1OC(=NN1)C1=CC=C(C=C1)CN1N=NC(=C1)C=1C2=CN(C=C2C=CC1)C)F 2-(difluoromethyl)-5-(4-((4-(2-methylisoindol-4-yl)-1H-1,2,3-triazol-1-yl)methyl)phenyl)-1,3,4-oxadiazole